The molecule is a methyl ketone heptan-2-one carrying a double bond at position 4. It has a role as a metabolite. It is a methyl ketone and an olefinic compound. CC/C=C/CC(=O)C